N(C(=N)N)CC1=CC=C(C=C1)[NH-] (4-guanidinomethyl-phenyl)-amide